4-(5-(3-bromopropyloxy)-4-fluoro-6-methoxybenzo[b]thiophen-2-yl)-2,2-dimethyl-4-oxobutanoate BrCCCOC1=C(C2=C(SC(=C2)C(CC(C(=O)[O-])(C)C)=O)C=C1OC)F